6-cyclopropyl-2-methyl-4-[[(1S)-1-[3-methyl-5-(trifluoromethyl)phenyl]ethyl]amino]pyrido[3,4-d]pyridazine-1,7-dione C1(CC1)N1C=C2C(=NN(C(C2=CC1=O)=O)C)N[C@@H](C)C1=CC(=CC(=C1)C(F)(F)F)C